Tert-Butyl 1,1-difluoro-2-(hydroxymethyl)-6-azaspiro[2.5]octane-6-carboxylate FC1(C(C12CCN(CC2)C(=O)OC(C)(C)C)CO)F